FC(CC=1C2=C(C(N(C1)C)=O)C(=C(N2)C2=CC(=NC=C2)NC([C@H](CC(F)F)C2=CC=C(C=C2)F)=O)C2=CC=CC=C2)F |r| (rac)-N-{4-[7-(2,2-difluoroethyl)-5-methyl-4-oxo-3-phenyl-4,5-dihydro-1H-pyrrolo[3,2-c]pyridin-2-yl]pyridin-2-yl}-4,4-difluoro-2-(4-fluorophenyl)butanamide